CC1=CCC(CC1)C(C)(C)OC=O alpha-Terpinyl formate